Ethyl 2-acetoxy-2-(diethoxyphosphoryl)acetate C(C)(=O)OC(C(=O)OCC)P(=O)(OCC)OCC